4-[6-(3,5-dimethylisoxazol-4-yl)-1H-pyrrolo[2,3-b]pyridin-3-yl]-N-[(1S,2R)-2-(3-fluoroazetidin-1-yl)cyclopentyl]-5-(trifluoromethyl)pyrimidin-2-amine CC1=NOC(=C1C1=CC=C2C(=N1)NC=C2C2=NC(=NC=C2C(F)(F)F)N[C@@H]2[C@@H](CCC2)N2CC(C2)F)C